α-1-ethylbutylstyrene C(C)C(CCC)C=CC1=CC=CC=C1